CC=1N=CC(=NC1C)NC1=NN2C(C=C(C=C2)C2=C(C=NN2C)OC[C@@H]2N(CC2)C(=O)OC(C)(C)C)=C1 tert-butyl (R)-2-(((5-(2-((5,6-dimethylpyrazin-2-yl)amino)pyrazolo[1,5-a]pyridin-5-yl)-1-methyl-1H-pyrazol-4-yl)oxy)methyl)azetidine-1-carboxylate